C1(CCCC1)COC1=CC2=C(C(=NO2)N)C=C1C1CC1 6-(cyclopentylmethoxy)-5-cyclopropylbenzo[d]isoxazol-3-amine